ClC=1C=NN(C(C1Cl)=O)C(C)C=1N(C2=C(N1)C=C(C(=C2)S(=O)(=O)N(C)C)C)C 2-[1-(4,5-dichloro-6-oxo-pyridazin-1-yl)ethyl]-N,N,3,6-tetramethyl-benzimidazole-5-sulfonamide